NC1=C(C=CC=C1)N(C(OCC1C2=CC=CC=C2C=2C=CC=CC12)=O)CC1=C(C=CC=C1)N (9H-fluoren-9-yl)methyl (2-aminophenyl)(2-aminobenzyl)carbamate